(rac-(1R,2S,4R,5S)-5-Aminobicyclo[2.2.1]hept-2-yl)carbamic acid tert-butyl ester mono-formate salt C(=O)O.C(C)(C)(C)OC(N[C@@H]1[C@H]2C[C@@H]([C@@H](C1)C2)N)=O |r|